(1-(4-amino-6-(1-methylcyclopropyl)pyridin-2-yl)ethyl)-6-(2-cyclopropoxyethoxy)-7-methoxy-2-methyl-quinazolin-4-amine NC1=CC(=NC(=C1)C1(CC1)C)C(C)C1=C2C(=NC(=NC2=CC(=C1OCCOC1CC1)OC)C)N